N-(2-Fluoro-2-methylpropyl)-5-(1-methyl-1H-benzo[d][1,2,3]triazol-6-yl)-7H-pyrrolo[2,3-d]pyrimidin-2-amine FC(CNC=1N=CC2=C(N1)NC=C2C=2C=CC1=C(N(N=N1)C)C2)(C)C